FC=1C=C(C=CC1)S(=O)(=NC1=C(N=C2N1C=C(C=C2)C2=NOC(=N2)C(F)(F)F)C)C (3-fluorophenyl)(methyl)((2-methyl-6-(5-(trifluoromethyl)-1,2,4-oxadiazol-3-yl)imidazo[1,2-a]pyridin-3-yl)imino)-λ6-sulfanone